N,N-Bis(4-methylphenyl)aniline tert-butyl-4-bromo-12-fluoro-8,13-dihydro-[1,2,4]triazolo[4',3':1,6]pyrido[3,2-c]benzo[g][1,5]oxazonine-14(6H)-carboxylate C(C)(C)(C)OC(=O)N1C2=C(COCC3=C(C1)C(=CC=C3)F)C=C(C=3N2C=NN3)Br.CC3=CC=C(C=C3)N(C3=CC=CC=C3)C3=CC=C(C=C3)C